Tert-Butyl 4-oxo-3,5,6,8-tetrahydropyrido[4',3':4,5]thieno[2,3-d]pyrimidine-7(4H)-carboxylate O=C1C2=C(N=CN1)SC1=C2CCN(C1)C(=O)OC(C)(C)C